3-((2r,4s,5r)-4-hydroxy-5-(hydroxymethyl)tetrahydrofuran-2-yl)-3H-imidazole O[C@H]1C[C@@H](O[C@@H]1CO)N1C=NC=C1